oct-4-eneOne CC(CC=CCCC)=O